COC=1C=C(C=C(C1)OC)C1=CC(=NN1CC1=NC=CC=C1)COC(C(=O)OC)(C)C Methyl 2-([5-(3,5-dimethoxyphenyl)-1-([pyridin-2-yl]methyl)-1H-pyrazol-3-yl]methoxy)-2-methylpropanoate